6-guanyl-caproic acid C(N)(=N)CCCCCC(=O)O